2-(2-chloro-4-(2-((4-cyclobutyl-5-(pyridin-2-yl)thiazol-2-yl)amino)-2-oxoethyl)phenoxy)pyridine-3-carboxamide ClC1=C(OC2=NC=CC=C2C(=O)N)C=CC(=C1)CC(=O)NC=1SC(=C(N1)C1CCC1)C1=NC=CC=C1